C(C)(=O)OCCOC(C)=O ethane-1,2-diyl diacetate